C1(CC1)C=1C(=NC=CC1)N1CCC(CC1)(C(=O)O)CC(=O)N(C1=CC=CC=C1)C1=CC=CC=C1 1-(3-cyclopropylpyridin-2-yl)-4-(2-(diphenylamino)-2-oxoethyl)piperidine-4-carboxylic acid